methylamino-sulfonamide CNS(=O)(=O)N